C1OC=2C=C(C=CC2O1)CC(C)=O 3,4-methylenedioxyphenylacetone